2-(4-difluoromethyl-6-((1-methylpiperidin-3-yl)amino)pyridazin-3-yl)-5-ethynylphenol FC(C1=C(N=NC(=C1)NC1CN(CCC1)C)C1=C(C=C(C=C1)C#C)O)F